hydroxylamine sulfate salt S(=O)(=O)(O)O.NO